C1(=CC=CC=C1)N1CN(C2=C1C=CC=C2)C2=CC=CC=C2 1,3-diphenyl-benzoimidazole